BrCC1=C(C=CC=C1)OC 1-(bromomethyl)-2-methoxy-benzene